C(CCCCCCC\C=C/CCCCCCCC)NCCS(=O)(=O)OC.[Na].[Na] disodium methyl oleyl-taurate